B([O-])(O)O.ClC1=C(C(C(=O)O)=CC=C1)OF.[Li+].O(C1=CC=CC=C1)C1=CC=C(C=C1)/C=C/C(=O)N1C(OCC1)=O (E)-3-(3-(4-phenoxyphenyl)acryloyl)oxazolidin-2-one lithium chlorofluorosalicylate borate